tert-butyl 2-((tert-butoxycarbonyl)(3-iodo-5-(1,2,4,5-tetrazin-3-yl)benzyl)amino)acetate C(C)(C)(C)OC(=O)N(CC(=O)OC(C)(C)C)CC1=CC(=CC(=C1)C=1N=NC=NN1)I